COC=1C=CC=C2C(=NC=NC12)NCC1=CC=C(C=C1)P(O)(O)=O (4-(((8-methoxyquinazolin-4-yl)amino)methyl)phenyl)phosphonic acid